FC(OC1=NC=CC(=C1)CNC(=O)N[C@H]1[C@@H](C1)C1=CC=CC=C1)F 1-[[2-(difluoromethoxy)pyridin-4-yl]methyl]-3-[(1R,2S)-2-phenylcyclopropyl]urea